1-(3-((7-methoxy-4-((2-methoxy-5-(1-methyl-1H-indol-6-yl)phenyl)amino)quinazolin-6-yl)oxy)azetidin-1-yl)prop-2-en-1-one COC1=C(C=C2C(=NC=NC2=C1)NC1=C(C=CC(=C1)C1=CC=C2C=CN(C2=C1)C)OC)OC1CN(C1)C(C=C)=O